N-(6-bromo-1,3-benzothiazol-2-yl)-3-(2-methoxyphenyl)pyridine-4-carboxamide BrC1=CC2=C(N=C(S2)NC(=O)C2=C(C=NC=C2)C2=C(C=CC=C2)OC)C=C1